tert-butyl 4-(3-(1-(4-(5-(difluoromethyl)-1,3,4-oxadiazol-2-yl)benzyl)-1H-1,2,3-triazol-4-yl)phenyl)piperazin-1-carboxylate FC(C1=NN=C(O1)C1=CC=C(CN2N=NC(=C2)C=2C=C(C=CC2)N2CCN(CC2)C(=O)OC(C)(C)C)C=C1)F